(S)-2-allyl-1-(3-hydroxy-3-methyl-2,3-dihydrofuro[2,3-b]pyridin-5-yl)-6-((4-(4-methylpiperazin-1-yl)phenyl)amino)-1,2-dihydro-3H-pyrazolo[3,4-d]pyrimidin-3-one C(C=C)N1N(C2=NC(=NC=C2C1=O)NC1=CC=C(C=C1)N1CCN(CC1)C)C=1C=C2C(=NC1)OC[C@@]2(C)O